(S,E)-N-(4-(3-chloro-4-fluorophenylamino)-7-((tetrahydrofuran-3-yl)methyl)quinazolin-6-yl)-4-(dimethylamino)but-2-enamide ClC=1C=C(C=CC1F)NC1=NC=NC2=CC(=C(C=C12)NC(\C=C\CN(C)C)=O)C[C@@H]1COCC1